CC(C)(C(C)C)NCCN N-(2,3-dimethylbutan-2-yl)ethane-1,2-diamine